Triglycerin Trimyristate C(CCCCCCCCCCCCC)(=O)O.C(CCCCCCCCCCCCC)(=O)O.C(CCCCCCCCCCCCC)(=O)O.OCC(O)CO.OCC(O)CO.OCC(O)CO